(Z)-1-(3-(5-(dimethylamino)-2-(trifluoromethyl)phenyl)-4-oxothiazolidin-2-ylidene)-3-(2-fluoro-4-(1-(4-(trifluoromethoxy)phenyl)-1H-1,2,4-triazol-3-yl)phenyl)urea CN(C=1C=CC(=C(C1)N1/C(/SCC1=O)=N/C(=O)NC1=C(C=C(C=C1)C1=NN(C=N1)C1=CC=C(C=C1)OC(F)(F)F)F)C(F)(F)F)C